CN(C(=O)NC1=CC(=CC=C1)C(F)(F)F)C1CC2(CNC2)C1 1-methyl-1-(2-azaspiro[3.3]heptan-6-yl)-3-(3-(trifluoromethyl)phenyl)urea